FC1=C(CN(S(=O)(=O)C)C2=CC=C(C=C2)C)C=CC(=C1)C(=O)NNC(C(F)(F)F)=O N-(2-fluoro-4-(2-(2,2,2-trifluoroacetyl)hydrazine-1-carbonyl)benzyl)-N-(p-tolyl)methanesulfonamide